4-(methyl-((tetrahydrofuran-3-yl)methyl)amino)-4-phenylcyclohexanone CN(C1(CCC(CC1)=O)C1=CC=CC=C1)CC1COCC1